BrC1=CC=C(C=C1)C(CF)=O 1-(4-bromophenyl)-2-fluoroethanone